N1(CC(=CCC1)C=1C=NC=CC1)C(=O)[O-] 5,6-dihydro-[3,3'-bipyridine]-1(2H)-carboxylate